sodium benzenesulfonate sodium [Na+].C1(=CC=CC=C1)S(=O)(=O)[O-].[Na+].C1(=CC=CC=C1)S(=O)(=O)[O-]